O=C(CC[C@H]1NC(OC1)=O)N1CC(C1)C=1C=NC(=CC1)OC1=CC=C(C=C1)OC(F)(F)F (4R)-4-[3-Oxo-3-[3-[6-[4-(trifluoromethoxy)phenoxy]-3-pyridyl]azetidin-1-yl]propyl]oxaazolidin-2-one